N1N=NC(=C1)CNC1=C2N=CN(C2=NC(=N1)C=1C=NC=C(C1)Cl)[C@H]1[C@@H]([C@@H]([C@H](O1)C(=O)NC([2H])([2H])[2H])O)O (2S,3S,4R,5R)-5-(6-((1H-1,2,3-triazol-4-yl)methylamino)-2-(5-chloropyridin-3-yl)-9H-purin-9-yl)-3,4-dihydroxy-N-(methyl-d3)-tetrahydrofuran-2-carboxamide